C(C)C1=NC=2C(=NC(=CC2C)C)N1CC=1C=CC(=NC1)C1=C(SC(=C1)C1=C(C=CC=C1)C(F)(F)F)S(=O)(=O)NC(OCCCC)=O Butyl (3-(5-((2-ethyl-5,7-dimethyl-3H-imidazo[4,5-b]pyridin-3-yl)methyl) pyridin-2-yl)-5-(2-(trifluoromethyl)phenyl)thiophen-2-yl)sulfonylcarbamate